C1(=CC=CC=C1)\C=C(/S(=O)(=O)C1=CC=CC=C1)\C=1C=NC=CC1 (Z)-3-(2-Phenyl-1-(phenylsulfonyl)vinyl)pyridine